C(C)(C)(C)OC(NCCC1CN(C(O1)=O)C1=NC2=C(OCC(N2COCC[Si](C)(C)C)=O)N=C1)=O N-[2-[2-oxo-3-[3-oxo-4-(2-trimethylsilylethoxymethyl)pyrazino[2,3-b][1,4]oxazin-6-yl]oxazolidin-5-yl]ethyl]carbamic acid tert-butyl ester